FC1=C(C(=CC(=C1)F)[N+](=O)[O-])N1CCC(CC1)C(=O)NC 1-(2,4-difluoro-6-nitrophenyl)-N-methylpiperidine-4-carboxamide